C1(CC1)C1=CC(=NO1)C1=NN(C2=NC=NC(=C21)N)C(C)C 3-(5-cyclopropylisoxazol-3-yl)-1-isopropyl-1H-pyrazolo[3,4-d]pyrimidin-4-amine